3-bromo-4-((2-bromophenyl)(methyl)amino)phenol BrC=1C=C(C=CC1N(C)C1=C(C=CC=C1)Br)O